[Pd].[Pd].C1(=CC=CC=C1)C=CC(C=CC1=CC=CC=C1)=O.C1(=CC=CC=C1)C=CC(C=CC1=CC=CC=C1)=O.C1(=CC=CC=C1)C=CC(C=CC1=CC=CC=C1)=O tris(1,5-diphenyl-penta-1,4-dien-3-one) dipalladium